(1R,6S)-2,2-difluoro-6-(4-isopropylpiperazin-1-yl)cyclohexan-1-amine FC1([C@@H]([C@H](CCC1)N1CCN(CC1)C(C)C)N)F